COCC1CCC(CC1)COC 1,4-bis(methoxymethyl)cyclohexane